(R)-Tetrahydrofuran-3-yl (8-chloro-6-(4-cyano-5-methyl-3,4-dihydro-2H-pyrano[2,3-b]pyridin-6-yl)-7-fluoroisoquinolin-3-yl)carbamate ClC=1C(=C(C=C2C=C(N=CC12)NC(O[C@H]1COCC1)=O)C=1C(=C2C(=NC1)OCCC2C#N)C)F